C(C)C1=C(NC(CCl)=O)C(=CC=C1)C 2-ethyl-6-methyl-N-(2-chloroacetyl)aniline